NCCCC=1N(N=C2C=CC=C(C12)C1=NC=CC(=C1)O[C@H]1C[C@H](N(C1)C(=O)OC(C)(C)C)C(=O)O)C (2S,4S)-4-[[2-[3-(3-aminopropyl)-2-methyl-indazol-4-yl]-4-pyridinyl]oxy]-1-tert-butoxycarbonyl-pyrrolidine-2-carboxylic acid